ClC=1C=CC(=C(C1)C=1NC=C(N1)CC)O 2-(5-chloro-2-hydroxyphenyl)-4(s)-ethylimidazole